3,3'-bis(4-aminophenoxy)biphenyl tert-butyl-2,4-dioxopiperidine-1-carboxylate C(C)(C)(C)OC(=O)N1C(CC(CC1)=O)=O.NC1=CC=C(OC=2C=C(C=CC2)C2=CC(=CC=C2)OC2=CC=C(C=C2)N)C=C1